FC=1C=C(C=C(C1)F)NC1=NS(C2=C1C=CC(=C2)OC)(=O)=O 3-((3,5-difluorophenyl)amino)-6-methoxybenzo[d]isothiazole 1,1-dioxide